FC(OC1=CC=C(C=C1)C1(CC1)C(=O)O)(F)F 1-[4-(trifluoromethoxy)phenyl]cyclopropane-1-carboxylic acid